CNC(=O)C1=CC2=C(N(C(=N2)C(F)(F)F)C2=CC3=C(NC(N3)=O)C=C2)C=C1 N-methyl-2'-oxo-2-(trifluoromethyl)-2',3'-dihydro-1'h-[1,5'-bi-benzo[d]imidazole]-5-carboxamide